4-(2-fluoro-4-(trifluoromethyl)phenoxy)cyclohexyl 6-oxo-7-oxa-2,5-diazaspiro[3.4]octane-2-carboxylate O=C1NC2(CN(C2)C(=O)OC2CCC(CC2)OC2=C(C=C(C=C2)C(F)(F)F)F)CO1